ClC1=C(C=C(C=C1)NC(=S)C1=C(OC=C1)C)OCC=C(C)C N-[4-chloro-3-(3-methyl-2-butenyloxy)phenyl]-2-methyl-3-furancarbothiamide